ClC1=CC(=C2C(=N1)C1(CCOCC1)OC2)OC 2-chloro-4-methoxy-2',3',5',6'-tetrahydro-5H-spiro[furo[3,4-b]pyridin-7,4'-pyran]